1,3-dibromo-2-nitrosobenzene BrC1=C(C(=CC=C1)Br)N=O